3-((S)-1-hydroxyethyl)-N-(1-((5-methyl-6-((1R,5S)-2-oxo-3-azabicyclo[3.1.0]hexan-3-yl)pyridazin-3-yl)methyl)-1H-pyrazol-4-yl)pyrazine-2-carboxamide O[C@@H](C)C=1C(=NC=CN1)C(=O)NC=1C=NN(C1)CC=1N=NC(=C(C1)C)N1C([C@@H]2C[C@@H]2C1)=O